N-phenyl-4-vinyl-1,2,5-oxadiazole-3-carboxamide C1(=CC=CC=C1)NC(=O)C1=NON=C1C=C